OC1(CCC(CC1)CS(=O)(=O)C=1C=C(C(=CC1)C1=CC=CC=C1)C#N)C 4-(((trans-4-hydroxy-4-methylcyclohexyl)methyl)sulfonyl)-[1,1'-biphenyl]-2-carbonitrile